NC1=CC(=C(C(=O)OC)C=C1N1C(=NC=C1)C)F methyl 4-amino-2-fluoro-5-(2-methyl-1H-imidazol-1-yl)benzoate